FC=1C=C2CN(CC2=CC1)C=1OC2=C(C=C(C=C2C(C1C)=O)C)[C@@H](C)N[S@@](=O)C(C)(C)C (S)-N-[(1R)-1-[2-(5-fluoroisoindolin-2-yl)-3,6-dimethyl-4-oxo-chromen-8-yl]ethyl]-2-methyl-propane-2-sulfinamide